BrC1=CC=C(C=C1)C[C@H](C(=O)OCC1=CC=CC=C1)O[Si](C)(C)C(C)(C)C benzyl (2R)-3-(4-bromophenyl)-2-[(tertbutyldimethylsilyl)oxy]propanoate